COC1=C(C=C(C=C1)OC1=CC=C(C=C1)C(F)(F)F)NC(=O)[C@@H]1N(C(N(C1)C)=O)C (R)-N-(2-Methoxy-5-(4-(trifluoromethyl)phenoxy)phenyl)-1,3-dimethyl-2-oxoimidazolidine-4-carboxamide